(R)-6-(3-fluoropyrrolidin-1-yl)-5-bromo-N-(4-(chlorodifluoromethoxy)phenyl)nicotinamide F[C@H]1CN(CC1)C1=NC=C(C(=O)NC2=CC=C(C=C2)OC(F)(F)Cl)C=C1Br